3-methoxy-5-[2-methoxy-4-(trifluoromethoxy)phenoxy]pyridine-4-carboxylic acid chloride COC=1C=NC=C(C1C(=O)Cl)OC1=C(C=C(C=C1)OC(F)(F)F)OC